5,6-dimethyl-3-(phenylsulfanyl)pyridazine-4-carboxylic acid CC=1C(=C(N=NC1C)SC1=CC=CC=C1)C(=O)O